N-(3-(6-(azetidin-3-ylethynyl)-5-morpholinopyridin-3-yl)-4-methylphenyl)-2-(trifluoromethyl)-isonicotinamide N1CC(C1)C#CC1=C(C=C(C=N1)C=1C=C(C=CC1C)NC(C1=CC(=NC=C1)C(F)(F)F)=O)N1CCOCC1